(3-methylpentamethylene) carbonate C1(OCCC(CCO1)C)=O